N-(2-((1r,3r,5r,7r)-adamantan-2-ylamino)ethyl)-1-(2,4-dichlorophenyl)-4-methyl-5-(pyridin-3-yl)-1H-pyrrole-3-carboxamide C12C(C3CC(CC(C1)C3)C2)NCCNC(=O)C2=CN(C(=C2C)C=2C=NC=CC2)C2=C(C=C(C=C2)Cl)Cl